OCP(OC)(=O)CO O-methyl bis-(hydroxymethyl)-phosphinate